(3S)-1-[(2R)-2-[4-(2,6-dichlorophenyl)-2-oxo-chromen-7-yl]oxypropionyl]piperidine-3-carboxylic acid ClC1=C(C(=CC=C1)Cl)C1=CC(OC2=CC(=CC=C12)O[C@@H](C(=O)N1C[C@H](CCC1)C(=O)O)C)=O